C(C)N1N=CC(=C1)C(O)C1=CC(=NN1C1=C(C=C(C=C1)F)CO)C(F)(F)F (1-ethyl-1H-pyrazol-4-yl)(1-(4-fluoro-2-(hydroxymethyl)phenyl)-3-(trifluoromethyl)-1H-pyrazol-5-yl)methanol